1-methyl-6-(methylsulfonyl)-1,2-dihydro-3H-benzo[e]Indole-3-carboximidamide 2,2,2-trisFluoroacetate salt FC(C(=O)O)(F)F.CC1CN(C=2C=CC3=C(C12)C=CC=C3S(=O)(=O)C)C(N)=N